(4-(2-(3-Aminopyrazin-2-yl)-5-(2-ethyl-2H-1,2,3-triazol-4-yl)-3H-imidazo[4,5-b]pyridin-3-yl)phenyl)methanol NC=1C(=NC=CN1)C1=NC=2C(=NC(=CC2)C2=NN(N=C2)CC)N1C1=CC=C(C=C1)CO